6-chloro-3-(((R)-1-(2-((3R,4S)-3,4-difluoropyrrolidin-1-yl)-3,6-dimethyl-4-oxo-3,4-dihydroquinazolin-8-yl)ethyl)amino)picolinic acid ClC1=CC=C(C(=N1)C(=O)O)N[C@H](C)C=1C=C(C=C2C(N(C(=NC12)N1C[C@H]([C@H](C1)F)F)C)=O)C